5-chloro-2-(4-cyclopropylmethoxypiperidin-1-yl)-3-nitropyridine ClC=1C=C(C(=NC1)N1CCC(CC1)OCC1CC1)[N+](=O)[O-]